N-2-hydroxylethylpiperazine OCCN1CCNCC1